C(Cl)C1CO1.C(C=C)NCC=C diallylamine compound with epichlorohydrin